N1C=C(C2=CC=CC=C12)C=CC(=O)C1=CC=CC=C1 3-(1H-indol-3-yl)-1-phenylprop-2-en-1-one